N-[(1S)-1-[[2-chloro-5-(1-isopropyl-6-oxo-3-pyridyl)phenyl]methyl]-2-[4-(3-methylimidazol-4-yl)anilino]-2-oxo-ethyl]-1-fluoro-cyclopropanecarboxamide ClC1=C(C=C(C=C1)C1=CN(C(C=C1)=O)C(C)C)C[C@@H](C(=O)NC1=CC=C(C=C1)C=1N(C=NC1)C)NC(=O)C1(CC1)F